CN1N=CC(=C1)C1=CC=2C3=C(N=CC2C=C1)N(C=C3C3CC(C3)O)S(=O)(=O)C3=CC=C(C)C=C3 3-(8-(1-methyl-1H-pyrazol-4-yl)-3-tosyl-3H-pyrrolo[2,3-c]isoquinolin-1-yl)cyclobutan-1-ol